ClC1=CC(=C(C=C1)NC(C1=CC(=NC=C1)C(F)(F)F)=O)C(N[C@@H](C[C@H]1C(N[C@@H](C1)C)=O)C(C(=O)NC1CC1)O)=O N-(4-chloro-2-(((2S)-4-(cyclopropylamino)-3-hydroxy-1-((3S,5R)-5-methyl-2-oxopyrrolidin-3-yl)-4-oxobutan-2-yl)carbamoyl)phenyl)-2-(trifluoromethyl)isonicotinamide